2-METHYLPROLINE C[C@@]1(NCCC1)C(=O)O